ClC(C)(C)C 2-chloro-2-methyl-propane